ClC1=CC=C(C=C1)NC1=NC=CC(=N1)C1=CN(C2=CC=CC=C12)C N-(4-chlorophenyl)-4-(1-methyl-1H-indol-3-yl)pyrimidin-2-amine